O[C@@H](C(=O)OC)CC1=CC=CC=C1 Methyl (R)-2-hydroxy-3-phenylpropanoate